N-(1-((1-(4-chlorobenzyl)-1H-pyrazol-4-yl)methyl)azetidin-3-yl)-5-cyclopropylpyridazine-3-carboxamide ClC1=CC=C(CN2N=CC(=C2)CN2CC(C2)NC(=O)C=2N=NC=C(C2)C2CC2)C=C1